FC=1C=C(C=C(C1)NCCO)NC(=O)NC1=C(C=CC(=C1)Cl)CO 1-[3-fluoro-5-(2-hydroxyethylamino)phenyl]-3-(5-chloro-2-hydroxymethylphenyl)urea